(S)-4-amino-5-((2-fluorobenzoyl-4-chlorophenyl)amino)-5-oxopentanoic acid methyl ester COC(CC[C@@H](C(=O)NC1=C(C=C(C=C1)Cl)C(C1=C(C=CC=C1)F)=O)N)=O